phosphorinan P1CCCCC1